O1C[C@H](CC1)N (S)-tetrahydrofuran-3-amine